Cl.FC1=CC(=CC2=CN(N=C12)C)NC(=O)N1CCC=2C1=NC=CC2C2CCNCC2 N-(7-fluoro-2-methyl-2H-indazol-5-yl)-4-(piperidin-4-yl)-2,3-dihydro-1H-pyrrolo[2,3-b]pyridine-1-carboxamide hydrochloride